C(C1=CC=CC=C1)N1C[C@H]([C@H](C1)CF)NC(OC(C)(C)C)=O cis-tert-Butyl N-[1-benzyl-4-(fluoromethyl)pyrrolidin-3-yl]carbamate